tert-butyl (1R)-5-bromo-1-methyl-3,4-dihydro-1H-isoquinoline-2-carboxylate BrC1=C2CCN([C@@H](C2=CC=C1)C)C(=O)OC(C)(C)C